5-Butyl-2-((2-(trimethylsilyl)ethoxy)methyl)-2,7-dihydro-4H-pyrazolo[3,4-d]pyrimidine-4,6(5H)-dione C(CCC)N1C(NC=2C(C1=O)=CN(N2)COCC[Si](C)(C)C)=O